4-(4-Fluoro-phenyl)-2-methoxy-6-pyrimidin-2-yl-nicotinonitrile FC1=CC=C(C=C1)C1=CC(=NC(=C1C#N)OC)C1=NC=CC=N1